OC(C)C=1C=C(C=C2C(N(C(=NC12)N1CCN(CC1)C(=O)OC(C)(C)C)C)=O)C tert-butyl 4-[8-(1-hydroxyethyl)-3,6-dimethyl-4-oxoquinazolin-2-yl]piperazine-1-carboxylate